C[C@H]1N(CCOC1)C1=NC2=C(N=CC=C2C(=C1)C=1C=NN(C1)CCO)C1=CC=NN1 2-(4-{2-[(3R)-3-methylmorpholin-4-yl]-8-(1H-pyrazol-5-yl)-1,7-naphthyridin-4-yl}-1H-pyrazol-1-yl)ethanol